7-bromo-1,6-dimethyl-4-(piperidin-4-yl)-1,4-dihydropyrido[2,3-b]Pyrazine BrC1=CC2=C(N(C=CN2C)C2CCNCC2)N=C1C